C(C)(=O)OC1C(OC(C(C1OC(C)=O)OC(C)=O)C(=O)OC)OC(NC1=C(C=C(C=C1)COC(=O)OC1=CC=C(C=C1)[N+](=O)[O-])OCCOCCN=[N+]=[N-])=O 2-(((2-(2-(2-azidoethoxy)ethoxy)-4-((((4-nitrophenoxy)carbonyl)oxy)methyl)phenyl)carbamoyl)oxy)-6-(methoxycarbonyl)tetrahydro-2H-pyran-3,4,5-triyl triacetate